ClC=1C(=C(NC=2C3=C(N=CN2)C=NC(=N3)N3CCN(C2(CC2)C3)C(=O)OC(C)(C)C)C=CC1OCC1(CC1)F)F tert-butyl 7-[4-[3-chloro-2-fluoro-4-[(1-fluorocyclopropyl)methoxy]anilino]pyrimido[5,4-d]pyrimidin-6-yl]-4,7-diazaspiro[2.5]octane-4-carboxylate